4,5-dimethoxy-2-nitrobenzyl 2-(methylthio)-1H-imidazole-1-carboxylate CSC=1N(C=CN1)C(=O)OCC1=C(C=C(C(=C1)OC)OC)[N+](=O)[O-]